1-(1Z-eicosenyl)-2-tetradecanoyl-glycero-3-phospho-(1'-sn-glycerol) CCCCCCCCCCCCCCCCCC/C=C\OC[C@H](COP(=O)(O)OC[C@H](CO)O)OC(=O)CCCCCCCCCCCCC